2,5-bis(diethylamino)-1,4-benzoquinone C(C)N(C=1C(C=C(C(C1)=O)N(CC)CC)=O)CC